OCC(CO)NC1=CC(=NC(C1)C)SC 4-((1,3-dihydroxypropan-2-yl)amino)-6-methyl-2-(methylthio)-5,6-dihydropyridine